C(C)(C)(C)C1COP(OC1)Cl 5-tertiary butyl-2-chloro-1,3,2-dioxaphosphorinane